6-{6-[3-(cyclobutylamino)pyrrolidin-1-yl]-1,5-naphthyridin-2-yl}-2,4-dimethyl-1,3-benzoxazol-5-ol C1(CCC1)NC1CN(CC1)C=1N=C2C=CC(=NC2=CC1)C1=CC2=C(N=C(O2)C)C(=C1O)C